(7S)-4,7-difluoro-N-[(1R)-3-[4-hydroxy-4-(hydroxymethyl)piperidin-1-yl]-1-(6-pyridazin-4-ylpyridin-3-yl)propyl]-7-(1-methylethyl)-5,6,7,8-tetrahydroacridine-2-carboxamide FC1=CC(=CC2=CC=3C[C@@](CCC3N=C12)(C(C)C)F)C(=O)N[C@H](CCN1CCC(CC1)(CO)O)C=1C=NC(=CC1)C1=CN=NC=C1